(6aS,8S)-8-methyl-5-(4-(trifluoromethyl)phenyl)-6,6a,7,8,9,10-hexahydro-5H-pyrido[1,2-a]quinoxaline-8-carboxylic acid C[C@]1(C[C@@H]2N(C=3C=CC=CC3N(C2)C2=CC=C(C=C2)C(F)(F)F)CC1)C(=O)O